2-(4-cyclopropyl-6-methoxypyrimidin-5-yl)-5-methyl-4-(4-(1-methyl-4-(trifluoromethyl)-1H-imidazol-2-yl)benzyl)-4,5,6,7-tetrahydropyrazolo[1,5-a]pyrimidine C1(CC1)C1=NC=NC(=C1C1=NN2C(N(C(CC2)C)CC2=CC=C(C=C2)C=2N(C=C(N2)C(F)(F)F)C)=C1)OC